2-(2-aminopropoxy)-3-nitrobenzoic acid NC(COC1=C(C(=O)O)C=CC=C1[N+](=O)[O-])C